CC([O-])C.CC([O-])C.C(CCCCCCCCCCCCCCCCC)OC(CC(=O)C)=O.[Al+2] aluminum monostearylacetoacetate diisopropoxide